4-(((2-Chloro-5-fluoropyrimidin-4-yl)oxy)methyl)-3-fluorobenzonitrile ClC1=NC=C(C(=N1)OCC1=C(C=C(C#N)C=C1)F)F